C(C)(=O)N1\C(\C(C2=CC=CC=C12)=O)=C\C1=CC(=C(C=C1)C=C)OC (1E)-2-(4-((1-acetyl-3-oxoindolin-2-ylidene)methyl)-2-methoxyphenyl)ethene